C(C1=CC=CC=C1)OC(=O)N[C@@H]1CN(CC(CC1)O)C(=O)[O-] (3S)-3-(((benzyloxy) carbonyl) amino)-6-hydroxyazepan-1-carboxylate